C(=CC)C1=NC2=CC=CC=C2C(N1)=O prop-1-en-1-yl-quinazolin-4(3H)-one